1-(5-(2-chloro-5-methylpyrimidin-4-yl)-1H-pyrazol-3-yl)-3-methoxypropan-2-amine ClC1=NC=C(C(=N1)C1=CC(=NN1)CC(COC)N)C